C(C)(=O)N1[C@H]([C@@H]([C@H](C2=CC(=CC=C12)C(=O)NCC(C)O)NC1=CC=C(C=C1)C#N)C)C1CC1 (2S,3R,4R)-1-acetyl-4-((4-cyanophenyl)amino)-2-cyclopropyl-N-(2-hydroxypropyl)-3-methyl-1,2,3,4-tetrahydroquinoline-6-carboxamide